Cl.FC1=C(C=CC(=C1)F)C([15NH2])([2H])[2H] (2,4-difluorophenyl)methan-d2-amine-15N hydrochloride